N.[Ru+] ruthenium (I) ammonia